O-adamantyl-hydroxylamine C12(CC3CC(CC(C1)C3)C2)ON